C(=O)(OC(C)(C)C)N1CC(CC1)(OC1=CC=C(OC2=CSC3=C4C=NN(C4=CC=C32)[C@H]3OCCCC3)C=C1)O (S)-3-(4-(1-Boc-3-hydroxypyrrolidin-3-yloxy)phenoxy)-6-(tetrahydro-2H-pyran-2-yl)-6H-thieno[2,3-e]indazole